3-{[(2S)-4-[(2S)-2-(benzyloxy)propoxy]butan-2-yl]oxy}-5-bromopyridine C(C1=CC=CC=C1)O[C@H](COCC[C@H](C)OC=1C=NC=C(C1)Br)C